C1(=CC=CC=C1)C1=CC(=CC=2C3=CC=CC=C3C(C12)(C)C)N 1-phenyl-3-amino-9,9-dimethyl-fluorene